N1N=NC2=C1C=C(C=C2)C(C(=O)O)C 2-(1H-benzo[d][1,2,3]triazol-6-yl)propionic acid